C1(CC1)CC=1C2=C(N=C(N1)NC1=NN(C=C1[N+](=O)[O-])C)C(=NC(=C2)C2=C(C(=CC(=C2Cl)OC)OC)Cl)N (cyclopropylmethyl)-6-(2,6-dichloro-3,5-dimethoxyphenyl)-N2-(1-methyl-4-nitro-1H-pyrazol-3-yl)pyrido[3,4-d]pyrimidine-2,8-diamine